tris(trimethylsilyl) borate B(O[Si](C)(C)C)(O[Si](C)(C)C)O[Si](C)(C)C